C1(=CC=CC2=CC=CC=C12)OC(=O)C1C2C=CC(C1)C2=O 5-(1-naphthyloxycarbonyl)-7-oxo-bicyclo[2.2.1]Hept-2-ene